ClC1=C(C=CC=C1Cl)C=1C(N(C(N(C1)CC(=O)O)=O)C(C)C)=O [5-(2,3-dichloro-phenyl)-3-isopropyl-2,4-dioxo-3,4-dihydro-2H-pyrimidin-1-yl]-acetic acid